C(C)N(CC)CCN(CCOC(OC(CCCC(=O)OCCCCCCC)CCCCCC)=O)CCOC(C(CCCCCCCCC)CCCCCCCCC)=O Heptyl 3-ethyl-12-hexyl-6-(2-((2-nonylundecanoyl)oxy)ethyl)-10-oxo-9,11-dioxa-3,6-diazahexadecan-16-oate